CC1=CC=C(C=C1)CC(=O)NC1=CC2=C(N=C(S2)NC(=O)C=2OC=CC2)C=C1 N-(6-(4-Methylphenylacetamido)benzo[d]thiazol-2-yl)furan-2-carboxamide